4-(5-Cyano-2-methoxyphenyl)-N-(5-(3-(difluoromethyl)-4-methoxybenzoyl)-5,6-dihydro-4H-pyrrolo[3,4-d]thiazol-2-yl)-6-methyl-nicotinamide C(#N)C=1C=CC(=C(C1)C1=CC(=NC=C1C(=O)NC=1SC2=C(N1)CN(C2)C(C2=CC(=C(C=C2)OC)C(F)F)=O)C)OC